Ethyl (3R)-2-(4-chlorophenyl)-4,4,4-trifluoro-3-methylbutanoate ClC1=CC=C(C=C1)C(C(=O)OCC)[C@H](C(F)(F)F)C